N-((3R,4S)-4-((7-(2-chloro-3-methoxy-phenyl)-5-((2-hydroxyethyl)amino)-2,6-naphthyridin-3-yl)amino)tetrahydro-furan-3-yl)acrylamide ClC1=C(C=CC=C1OC)C1=NC(=C2C=C(N=CC2=C1)N[C@H]1[C@H](COC1)NC(C=C)=O)NCCO